The molecule is a monocarboxylic acid anion that is the conjugate base of N-hexanoylglycine, obtained by deprotonation of the carboxy group; major species at pH 7.3. It has a role as a metabolite. It is a monocarboxylic acid anion and a N-acylglycinate. It is a conjugate base of a N-hexanoylglycine. CCCCCC(=O)NCC(=O)[O-]